FC1=CC=C(C=C1)C1=NN(C=N1)CC(O)C[Si](C)(C)C (4-fluorophenyl)-α-[(trimethylsilyl)methyl]-1H-1,2,4-triazole-1-ethanol